4-((4-aminophenyl)thio)-2-butoxyaniline NC1=CC=C(C=C1)SC1=CC(=C(N)C=C1)OCCCC